O.O.O.C(CC)OC(=O)C1=CC=C(O)C=C1 propyl-paraben, trihydrate